O[C@H]1C[C@@H](CCC1)NCCCCCCCC(=O)OC(CCCCCCCC)CCCCCCCC 9-heptadecyl 8-(((1R,3R)-3-hydroxycyclohexyl)amino)octanoate